ONC12C(=NNC1=O)CCC2 3a-(hydroxyamino)-2H,3H,3aH,4H,5H,6H-cyclopenta[c]pyrazol-3-one